NC1=CC=C(C=2C=CC(CC12)=S(=O)=O)N=NC1=CC=C(C=2C=CC(CC12)=S(=O)=O)N=NC=1C=C(C=C(C1)C(=O)O)C(=O)O 5-({4-[(4-amino-6-sulfonylnaphthalen-1-yl)diazenyl]-6-sulfonylnaphthalen-1-yl}diazenyl)benzene-1,3-dicarboxylic acid